1-(6-Chloropyridin-2-yl)piperazine trifluoroacetate FC(C(=O)O)(F)F.ClC1=CC=CC(=N1)N1CCNCC1